(S)-9-(1-(4-(3,5-dimethyl-1H-pyrazol-1-yl)phenyl)ethyl)-2-(2-isopropylphenyl)-7,9-dihydro-8H-purin-8-one CC1=NN(C(=C1)C)C1=CC=C(C=C1)[C@H](C)N1C2=NC(=NC=C2NC1=O)C1=C(C=CC=C1)C(C)C